C1=NC=C(C2=CC=CC=C12)N1C(N(C[C@@H]1C#N)C=1NC=C(N1)C)=O (R)-3-(isoquinolin-4-yl)-1-(4-methyl-1H-imidazol-2-yl)-2-oxoimidazolidine-4-carbonitrile